copper (II) chromite [Cr](=O)([O-])[O-].[Cu+2]